[Cu].[Ag].[In].[Ga] gallium indium silver copper